4-bromo-5-[4-(3-cyano-benzenesulfonyl)-piperazin-1-yl]-benzofuran-2-carboxylic acid BrC1=C(C=CC2=C1C=C(O2)C(=O)O)N2CCN(CC2)S(=O)(=O)C2=CC(=CC=C2)C#N